COC1=C(CNC2=NC=3C(=CC=CC3C=3N2N=C(N3)C3CC(C3)(O)C3=NC=C(C(=O)OCCC)C=C3)OC)C=CC(=C1)OC propyl 6-((1s,3s)-3-(5-((2,4-dimethoxybenzyl)amino)-7-methoxy-[1,2,4]triazolo[1,5-c]quinazolin-2-yl)-1-hydroxycyclobutyl)nicotinate